6-cyclopropyl-3-iodo-7-methoxyimidazo[1,2-b]pyridazine C1(CC1)C=1C(=CC=2N(N1)C(=CN2)I)OC